N-[1'-[7-(2,3-difluorophenyl)-6-methyl-pyrazolo[1,5-a]pyrazin-4-yl]-2-methoxy-spiro[5,7-dihydro-cyclopenta[b]pyridin-6,4'-piperidin]-7-yl]carbamic acid tert-butyl ester C(C)(C)(C)OC(NC1C2=NC(=CC=C2CC12CCN(CC2)C=2C=1N(C(=C(N2)C)C2=C(C(=CC=C2)F)F)N=CC1)OC)=O